FC(S(=O)(=O)NS(=O)(=O)C1=CC=CC=C1)(F)F N-(trifluoromethanesulfonyl)benzenesulfonamide